3,6-dibromo-2-methylbenzaldehyde BrC=1C(=C(C=O)C(=CC1)Br)C